C(#N)C=1C(=NC=CC1)CN1C(=O)N(C=2N=C(N(C2C1=O)CC#CC)N1C[C@@H](CCC1)N)C 1-[(3-cyano-pyridin-2-yl)methyl]-3-methyl-7-(2-butyn-1-yl)-8-[3-(R)-amino-piperidin-1-yl]-xanthine